Cl.N[C@H]1CC=CC[C@H]1C(=O)O cis-6-amino-3-cyclohexene-1-carboxylic acid hydrochloride